O=C1NC(CCC1C1=NN(C2=C(C=CC=C12)OCC(=O)NC[C@@H]1NC(CC1)=O)C)=O 2-((3-(2,6-Dioxopiperidin-3-yl)-1-methyl-1H-indazol-7-yl)oxy)-N-(((R)-5-oxo-pyrrolidin-2-yl)methyl)acetamide